FC=1C=C(C#N)C=C(C1)OC=1C=CC2=C(C(N(S2(=O)=O)C)=O)C1[N+](=O)[O-] 3-fluoro-5-((2-methyl-4-nitro-1,1-dioxido-3-oxo-2,3-dihydrobenzo[d]isothiazol-5-yl)oxy)benzonitrile